5-vinylnorborna-2-ene C(=C)C1C2C=CC(C1)C2